C1(=CC=CC=C1)C(=O)C=1N(C(=CN1)C1=CC=CC=C1)C1=CC=C(C=C1)C(F)(F)F Phenyl-{5-phenyl-1-[4-(trifluoromethyl)phenyl]imidazol-2-yl}methanone